4-[3-[2,2-difluoroethyl-[5,6-difluoro-2-oxo-1-(trideuteriomethyl)quinazolin-4-yl]amino]-5-fluoro-phenyl]-2,2-dimethyl-but-3-ynenitrile FC(CN(C=1C=C(C=C(C1)F)C#CC(C#N)(C)C)C1=NC(N(C2=CC=C(C(=C12)F)F)C([2H])([2H])[2H])=O)F